5-(decylamino)-5-oxopentanoic acid C(CCCCCCCCC)NC(CCCC(=O)O)=O